N-(2-(1-(4-(2,4-dioxotetrahydropyrimidin-1(2H)-yl)benzyl)piperidin-4-yl)-5-(2-hydroxypropane-2-yl)benzo[d]thiazol-6-yl)-6-(trifluoromethyl)nicotinamide O=C1N(CCC(N1)=O)C1=CC=C(CN2CCC(CC2)C=2SC3=C(N2)C=C(C(=C3)NC(C3=CN=C(C=C3)C(F)(F)F)=O)C(C)(C)O)C=C1